C(C)(=O)C1=C(C=C(C(=O)OCC)C=C1)F 1-Ethyl 4-acetyl-3-fluorobenzoate